N[C@@](C=O)(O)[C@@H](O)[C@@H](O)[C@H](O)C(=O)O 2-Amino-Galacturonic Acid